N-[5-(1-cyclopentyl-3,6-dihydro-2H-pyridin-4-yl)-4-fluoro-2-[rac-(3R,5S)-3,4,5-trimethylpiperazin-1-yl]phenyl]-6-oxo-4-(trifluoromethyl)-1H-pyridine-3-carboxamide C1(CCCC1)N1CCC(=CC1)C=1C(=CC(=C(C1)NC(=O)C1=CNC(C=C1C(F)(F)F)=O)N1C[C@H](N([C@H](C1)C)C)C)F |r|